7-(2-Fluoro-6-methyl-phenyl)-5-[3-(methylamino)azetidin-1-yl]isoquinolin-3-amine FC1=C(C(=CC=C1)C)C1=CC(=C2C=C(N=CC2=C1)N)N1CC(C1)NC